rac-(3S)-1-[3-[5-[3-(Trifluoromethyl)pyrrolidin-1-yl]pyrazin-2-yl]azetidine-1-carbonyl]pyrrolidine-3-carboxamide FC(C1CN(CC1)C=1N=CC(=NC1)C1CN(C1)C(=O)N1C[C@H](CC1)C(=O)N)(F)F |r|